1,2,3,4-butanetetracarboxylic acid tetra(2-n-propylcyclohexylamide) C(CC)C1C(CCCC1)NC(=O)CC(C(CC(=O)NC1C(CCCC1)CCC)C(=O)NC1C(CCCC1)CCC)C(=O)NC1C(CCCC1)CCC